(S)-1-(8,9-difluoro-6-oxo-1,4,5,6-tetrahydro-2H-pyrano[3,4-c]isoquinolin-1-yl)-3-(3-(difluoromethyl)-4-fluorophenyl)-1-methylurea FC=1C(=CC=2C3=C(NC(C2C1)=O)COC[C@H]3N(C(=O)NC3=CC(=C(C=C3)F)C(F)F)C)F